(3S,4S)-1-(4-aminopyrimidin-2-yl)-5,5-difluoro-4-methoxypiperidin-3-ol NC1=NC(=NC=C1)N1C[C@@H]([C@@H](C(C1)(F)F)OC)O